tert-butyl 2-(4-(2-((phenylmethyl)sulfonamido)-4-(4-(4-((5-(trifluoromethyl)pyridin-2-yl)oxy)-phenyl)piperidine-1-carbonyl)phenyl)piperazin-1-yl)acetate C1(=CC=CC=C1)CS(=O)(=O)NC1=C(C=CC(=C1)C(=O)N1CCC(CC1)C1=CC=C(C=C1)OC1=NC=C(C=C1)C(F)(F)F)N1CCN(CC1)CC(=O)OC(C)(C)C